tert-butyl (2-bromophenyl)carbamate BrC1=C(C=CC=C1)NC(OC(C)(C)C)=O